4-(8-(4-(4-(azetidin-3-ylmethyl)piperazine-1-carbonyl)phenyl)-3-methyl-2,8-diazaspiro[4.5]decan-2-yl)-2-chlorobenzonitrile N1CC(C1)CN1CCN(CC1)C(=O)C1=CC=C(C=C1)N1CCC2(CC(N(C2)C2=CC(=C(C#N)C=C2)Cl)C)CC1